1-((2R,5S)-4-(7-(3-amino-1H-indazol-4-yl)-6-chloro-2-(3-(dimethylamino)azetidin-1-yl)-8-fluoroquinazolin-4-yl)-2,5-dimethylpiperazin-1-yl)prop-2-en-1-one NC1=NNC2=CC=CC(=C12)C1=C(C=C2C(=NC(=NC2=C1F)N1CC(C1)N(C)C)N1C[C@H](N(C[C@@H]1C)C(C=C)=O)C)Cl